ammonium (2R,3S,5R)-5-(2-amino-1,9-dihydro-6H-purin-6-one-9-yl)-3-hydroxytetrahydrofuran NC=1NC(C=2N=CN(C2N1)[C@H]1C[C@@H](CO1)O)=O.[NH4+]